CC1(OC(C2=C1C=C(C=C2)NC2=NC=C(C(=N2)N[C@H](CO)C2=CC=CC=C2)C(=O)NCC2=NC=C(N=C2)C)=O)C 2-[(3,3-dimethyl-1-oxo-1,3-dihydro-2-benzofuran-5-yl)amino]-4-{[(1S)-2-hydroxy-1-phenylethyl]Amino}-N-[(5-methylpyrazin-2-yl)methyl]Pyrimidine-5-carboxamide